2-(3-Chloro-4-((5-isopropyl-6-oxo-1,6-dihydropyridin-3-yl)oxy)phenyl)-3,5-dioxo-2,3,4,5-tetrahydro-1,2,4-triazine-6-carbonitrile ClC=1C=C(C=CC1OC1=CNC(C(=C1)C(C)C)=O)N1N=C(C(NC1=O)=O)C#N